distyrylphenyl ether sulfate salt S(=O)(=O)(O)O.C(=CC1=CC=CC=C1)C=1C(=C(C=CC1)OC1=C(C(=CC=C1)C=CC1=CC=CC=C1)C=CC1=CC=CC=C1)C=CC1=CC=CC=C1